3-(3,3-difluorocyclobutyl)-1-(2-(2-methoxyphenyl)-2-((tetrahydro-2H-pyran-4-yl)oxy)ethyl)-5-methylthieno[2,3-d]Pyrimidine-2,4(1H,3H)-dione FC1(CC(C1)N1C(N(C2=C(C1=O)C(=CS2)C)CC(OC2CCOCC2)C2=C(C=CC=C2)OC)=O)F